C(CCCCCCCCC)SC(C)(C)C1CC=C(CC1)C decyl(2-(4-methylcyclohex-3-en-1-yl)propan-2-yl)sulfane